FC1=C(C=CC(=C1)NC(=O)OCC1=CN=CO1)C1CCN(CC1)C(=O)OC methyl 4-(2-fluoro-4-(((oxazol-5-ylmethoxy)carbonyl)amino)phenyl)piperidine-1-carboxylate